C(C)C=1C=C(NC1)C(=O)NC1=NC(=CC=C1)C1=NN=CN1C(C)C 4-ethyl-N-(6-(4-isopropyl-4H-1,2,4-triazol-3-yl)pyridin-2-yl)-1H-pyrrole-2-carboxamide